2,2-DIFLUORO-3-HYDROXYBUTANOIC ACID FC(C(=O)O)(C(C)O)F